CC(C=CC(=O)N)(C)N(C1COC1)C 4-methyl-4-(methyl-(oxetan-3-yl)amino)pent-2-enamide